8-(benzyloxy)-6-bromo-[1,2,4]triazolo[1,5-a]pyrazine C(C1=CC=CC=C1)OC=1C=2N(C=C(N1)Br)N=CN2